Ethyl 2-(1-(2-methylpyridin-4-yl)azetidin-3-yl)acetate CC1=NC=CC(=C1)N1CC(C1)CC(=O)OCC